CN1CCN(CC1)C1=CC=C(C=C1)C1=C2C(=NC=C1)NC=C2 4-(4-(4-methylpiperazin-1-yl)phenyl)-1H-pyrrolo[2,3-b]pyridine